CC=1C(=CC=CC1)S(=O)O o-toluenesulfinic acid